NC1=C2C(=NC=N1)N(N=C2C2=CC=C(C=C2)OC2=CC=C(C=C2)F)C2CC(CC2)O 3-(4-amino-3-(4-(4-fluorophenoxy)phenyl)-1H-pyrazolo[3,4-d]pyrimidin-1-yl)cyclopentan-1-ol